C(C1=CC=CC=C1)NC1CCN(CC1)C(C)=O 1-(4-(benzylamino)piperidin-1-yl)ethane-1-one